2-hydroxyoxetane OC1OCC1